4-{[7-(3,8-diazabicyclo[3.2.1]octan-3-yl)-5-{[(2R,7aS)-2-fluorotetrahydro-1H-pyrrolizin-7a(5H)-yl]methoxy}[1,3]thiazolo[5,4-d]pyrimidin-2-yl]oxy}-5-ethenyl-6-fluoronaphthalen C12CN(CC(CC1)N2)C=2C1=C(N=C(N2)OC[C@]23CCCN3C[C@@H](C2)F)SC(=N1)OC1=CC=CC2=CC=C(C(=C12)C=C)F